C(C)(C)(C)OC(=O)N1CC(C1)(F)C(=O)N1CCN(CC1)C(=O)C1CC1.C(C=C)(=O)N1CCN(CC1)C(C=C)=O N,N'-bisacryloyl-piperazine tert-Butyl-3-[4-(cyclopropanecarbonyl)piperazine-1-carbonyl]-3-fluoro-azetidine-1-carboxylate